C(C(C)C)N1N=CC(=C1)C=1C=CC=C2C(=C(N(C12)C)C)C(=O)O 7-(1-isobutyl-1H-pyrazol-4-yl)-1,2-dimethyl-1H-indole-3-carboxylic acid